C(CCCCCC)C1CCN(CC1)C1=CC=2SC(=CC2S1)C1=C2C(=C(C3=NSN=C31)C3=CC1=C(S3)C=C(S1)N1CCC(CC1)CCCCCCC)N=C(N2)CCC 4,8-bis(5-(4-heptylpiperidin-1-yl)thieno[3,2-b]thiophen-2-yl)-6-propyl-5H-imidazo[5,4-f]-2,1,3-benzothiadiazole